ClC1=C(C=CC=C1NC1=NC=CC(=C1F)CNC[C@@H](C)O)C1=NC=CC(=C1C)C1=NC(=C(C=C1)CNC[C@H]1CCC(N1)=O)OC (R)-5-((((2'-(2-chloro-3-((3-fluoro-4-((((R)-2-hydroxypropyl)amino)methyl)pyridin-2-yl)amino)phenyl)-6-methoxy-3'-methyl-[2,4'-bipyridin]-5-yl)methyl)amino)methyl)pyrrolidin-2-one